(4-phenoxyphenyl)(pyrrolopyrimidin-5-yl)methanone Ethyl-(R)-4-(1-(3-amino-6-(2-hydroxyphenyl)pyridazin-4-yl)piperidin-3-yl)-3-chlorobenzoate C(C)OC(C1=CC(=C(C=C1)[C@@H]1CN(CCC1)C1=C(N=NC(=C1)C1=C(C=CC=C1)O)N)Cl)=O.O(C1=CC=CC=C1)C1=CC=C(C=C1)C(=O)N1C=CC2=C1C=NC=N2